tert-butyl (S)-4-(1-((7-fluoro-2,8-dimethylimidazo[1,2-a]pyridin-6-yl)carbamoyl)-2,3-dihydro-1H-pyrrolo[2,3-b]pyridin-4-yl)-2-methylpiperazine-1-carboxylate FC1=C(C=2N(C=C1NC(=O)N1CCC=3C1=NC=CC3N3C[C@@H](N(CC3)C(=O)OC(C)(C)C)C)C=C(N2)C)C